C1=C2C(=CC3=C1SC(=N3)N)SC(=N2)N benzo[1,2-D:4,5-D]bisthiazole-2,6-diamine